7-(2-Methoxy-3-methylphenyl)-2-oxo-1,2-dihydropyrido[2,3-d]pyrimidine-6-carbonitrile COC1=C(C=CC=C1C)C=1C(=CC2=C(NC(N=C2)=O)N1)C#N